O=C1NC(CCC1NC(=O)C1=CN=C(S1)CNC(OCC1=CC=CC=C1)=O)=O benzyl ((5-((2,6-dioxopiperidin-3-yl)carbamoyl)thiazol-2-yl)methyl)carbamate